(S)-benzyl 2-amino-4-methylpentanoate 4-methylbenzenesulfonate CC1=CC=C(C=C1)S(=O)(=O)O.N[C@H](C(=O)OCC1=CC=CC=C1)CC(C)C